2-ethyl-2-{[(4-fluorophenyl)carbamoyl]amino}butanoic acid C(C)C(C(=O)O)(CC)NC(NC1=CC=C(C=C1)F)=O